C(CCCCCCCCCCCCCCC(C)C)(=O)OCCCCCCCCCCCCCC tetradecyl isostearate